1,2,4,5-tetrakis(aminomethyl)benzene tert-butyl-(2-thioxo-2,3,4,5-tetrahydro-1H-1-benzazepin-4-yl)carbamate C(C)(C)(C)N(C(O)=O)C1CC(NC2=C(C1)C=CC=C2)=S.NCC2=C(C=C(C(=C2)CN)CN)CN